(4-methoxyphenoxylmethyl)oxirane COC1=CC=C(OCC2OC2)C=C1